7-((3,5-difluoro-4-((2-(trifluoromethyl)pyridin-4-yl)oxy)benzyl)oxy)-11a-methyl-3,4,11,11a-tetrahydro-1H,9H-pyrimido[6',1':2,3]imidazo[5,1-c][1,4]oxazin-9-one FC=1C=C(COC2=NC(N3C(N4C(COCC4)(C3)C)=C2)=O)C=C(C1OC1=CC(=NC=C1)C(F)(F)F)F